C(C)(C)(C)OC(=O)N1CCN(CC1)CC1CC(C1)C1=CC=C(C=C1)B(O)O [4-[3-[(4-tert-butoxycarbonylpiperazin-1-yl)methyl]cyclobutyl]phenyl]boronic acid